FC(C=1C=NC(=NC1)N1CCC2(CCN(C2)CC(=O)N)CC1)(F)F 2-(8-(5-(trifluoromethyl)pyrimidin-2-yl)-2,8-diazaspiro[4.5]decan-2-yl)acetamide